7-(6-(bis(4-methoxybenzyl)amino)-4-methyl-3-(trifluoromethyl)pyridin-2-yl)-5-(2-((4-bromo-6,7-dihydro-5H-cyclopenta[c]pyridin-7-yl)amino)ethoxy)-6-chloroquinazolin-4(3H)-one COC1=CC=C(CN(C2=CC(=C(C(=N2)C2=C(C(=C3C(NC=NC3=C2)=O)OCCNC2CCC3=C2C=NC=C3Br)Cl)C(F)(F)F)C)CC3=CC=C(C=C3)OC)C=C1